ethyl 3-ethyl-1H-pyrazole-4-carboxylate C(C)C1=NNC=C1C(=O)OCC